methyl 4-amino-2-(cyclopropylmethyl)-1-(2-hydroxypropyl)-1H-imidazo[4,5-c]quinoline-7-carboxylate NC1=NC=2C=C(C=CC2C2=C1N=C(N2CC(C)O)CC2CC2)C(=O)OC